1-(3,4-difluorophenyl)-6-(5-(3,5-dimethylisoxazol-4-yl)-1-(4-(2-hydroxyethyl)thiazol-2-yl)-1H-benzo[d]imidazol-2-yl)piperidin-2-one FC=1C=C(C=CC1F)N1C(CCCC1C1=NC2=C(N1C=1SC=C(N1)CCO)C=CC(=C2)C=2C(=NOC2C)C)=O